ClC1=CC=C2C(=N1)SC(=N2)C(Br)Br 5-chloro-2-(Dibromomethyl)thiazolo[5,4-b]pyridine